ClC1=NC=C(C(=C1)C1=C(C=NC(=C1)C)C(=O)NC=1SC2=C(N1)CN(C2)C(=O)C2=NC=C(C(=N2)C(F)F)OC)OC 2'-chloro-N-(5-(4-(difluoromethyl)-5-methoxy-pyrimidine-2-carbonyl)-5,6-dihydro-4H-pyrrolo[3,4-d]thiazol-2-yl)-5'-methoxy-6-methyl-[4,4'-bipyridine]-3-carboxamide